tert-butyl 4-(5-amino-4-carbamoyl-3-(7-((5-fluoro-2-methoxybenzamido)methyl)-1H-indol-4-yl)-1H-pyrazol-1-yl)piperidine-1-carboxylate NC1=C(C(=NN1C1CCN(CC1)C(=O)OC(C)(C)C)C1=C2C=CNC2=C(C=C1)CNC(C1=C(C=CC(=C1)F)OC)=O)C(N)=O